oxo-2-quinolinepropanonitrile O=C(C#N)CC1=NC2=CC=CC=C2C=C1